FC1=CC=C(C=C1)C1=C(C(=NN1S(=O)(=O)C1=CC=C(C)C=C1)C)S(=O)(=O)C1=CC=C(C)C=C1 (4-Fluorophenyl)-3-methyl-1,4-ditosyl-1H-pyrazole